1-((2-(2-hydroxyethoxy)pyrimidin-4-yl)methyl)-4-(1-(4-(trifluoromethyl)phenyl)-1H-pyrazolo[3,4-b]pyridin-3-yl)pyridin-2(1H)-one OCCOC1=NC=CC(=N1)CN1C(C=C(C=C1)C1=NN(C2=NC=CC=C21)C2=CC=C(C=C2)C(F)(F)F)=O